2-(3,5-dichloro-4-((3-ethyl-1H-indol-5-yl)oxy)phenyl)-3,5-dioxo-2,3,4,5-tetrahydro-1,2,4-triazine-6-carbonitrile ClC=1C=C(C=C(C1OC=1C=C2C(=CNC2=CC1)CC)Cl)N1N=C(C(NC1=O)=O)C#N